C(C1=CC=CC=C1)C1=NC(=C(N=C1C)C)C 2-benzyl-3,5,6-trimethylpyrazine